4-[6-[[5-(trifluoromethoxy)-2-pyridyl]amino]-1,3-benzothiazol-2-yl]-4-azatricyclo[5.2.1.02,6]dec-8-ene-3,5-dione FC(OC=1C=CC(=NC1)NC1=CC2=C(N=C(S2)N2C(C3C4C=CC(C3C2=O)C4)=O)C=C1)(F)F